COC=1C=C(C=CC1)N1N=C(C=C1)C(=O)OC methyl 1-(3-methoxyphenyl)-1H-pyrazole-3-carboxylate